3,8-bis(benzyloxy)-2,9-dicyclohexylspiro[benzo[c]chromene-6,1'-cyclobutane] C(C1=CC=CC=C1)OC1=C(C=C2C3=C(C=C(C(=C3)C3CCCCC3)OCC3=CC=CC=C3)C3(CCC3)OC2=C1)C1CCCCC1